3-benzyloxy-5-(4-(4-chlorobenzyl)piperazin-1-yl)pyridine C(C1=CC=CC=C1)OC=1C=NC=C(C1)N1CCN(CC1)CC1=CC=C(C=C1)Cl